6-ethynyl-N-(4-piperidinyl)pyridin-3-amine tri-hydrochloride Cl.Cl.Cl.C(#C)C1=CC=C(C=N1)NC1CCNCC1